2-Methylsulfinyl-N-[(1R)-1-(1-naphthyl)ethyl]pyrimidine-4-carboxamide CS(=O)C1=NC=CC(=N1)C(=O)N[C@H](C)C1=CC=CC2=CC=CC=C12